FC1(CCOCC1)CN1CC2(C1)CN(C2)S(=O)(=O)C=2C(=NC(=CC2)C(F)(F)F)C 2-((4-fluorotetrahydro-2H-pyran-4-yl)methyl)-6-((2-methyl-6-(trifluoromethyl)pyridin-3-yl)sulfonyl)-2,6-diazaspiro[3.3]heptane